ClC1=NC=CC=C1N1C(N=C(C2=CC=C(C=C12)C1CC1)NCC1CC1)=O 1-(2-chloropyridin-3-yl)-7-cyclopropyl-4-((cyclopropylmethyl)amino)-quinazolin-2(1H)-one